tert-butyl (1-(4-((5-(3-(2-(pyridin-3-yl)ethyl)ureido)-2-(pyridin-4-yl)phenyl)ethynyl)benzoyl)piperidin-4-yl)carbamate N1=CC(=CC=C1)CCNC(NC=1C=CC(=C(C1)C#CC1=CC=C(C(=O)N2CCC(CC2)NC(OC(C)(C)C)=O)C=C1)C1=CC=NC=C1)=O